3-((1-(4-(5-bromo-1-methyl-1H-imidazole-2-carboxamido)-2-chlorobenzoyl)piperidine-4-carboxamido)methyl)azetidine-1-carboxylic acid tert-butyl ester C(C)(C)(C)OC(=O)N1CC(C1)CNC(=O)C1CCN(CC1)C(C1=C(C=C(C=C1)NC(=O)C=1N(C(=CN1)Br)C)Cl)=O